(S)-1-(7-(4-fluorobenzoyl)-8-methanoneyl-3-(3-methyl-1,2,4-thiadiazol-5-yl)-5,6,7,8-tetrahydroimidazo[1,5-a]pyrazin-1-yl)piperidin-2-one FC1=CC=C(C(=O)N2[C@@H](C=3N(CC2)C(=NC3N3C(CCCC3)=O)C3=NC(=NS3)C)C=O)C=C1